2-(4-(3-bromophenyl)piperazin-1-yl)ethan-1-amine hydrochloride Cl.BrC=1C=C(C=CC1)N1CCN(CC1)CCN